5-(3-(4-(4-amino-3-(4-phenoxyphenyl)-1H-pyrazolo[3,4-d]pyrimidin-1-yl)piperidin-1-yl)-[1,3'-biazetidin]-1'-yl)-2-(2,6-dioxopiperidin-3-yl)-6-fluoroisoindoline-1,3-dione NC1=C2C(=NC=N1)N(N=C2C2=CC=C(C=C2)OC2=CC=CC=C2)C2CCN(CC2)C2CN(C2)C2CN(C2)C=2C=C1C(N(C(C1=CC2F)=O)C2C(NC(CC2)=O)=O)=O